3-(2-((3,3-difluoro-1-methylcyclobutyl)amino)-2-oxoacetyl)-N-(4-fluoro-3-methylphenyl)-5,6,7,8-tetrahydroindolizine-1-carboxamide FC1(CC(C1)(C)NC(C(=O)C1=CC(=C2CCCCN12)C(=O)NC1=CC(=C(C=C1)F)C)=O)F